CC=1N=C(C2=C(N1)C1=C(O2)C=CC=C1)N1CC[C@@H](C1)CC(NC=1C=NC(=NC1)C1=CC=CC=C1)=O (2S,4R)-1-(2-methylbenzofuro[3,2-d]pyrimidin-4-yl)-4-(2-oxo-2-((2-phenylpyrimidin-5-yl)amino)ethyl)pyrrolidine